ClC1=NC=C(C(=C1)C1=C(C=NC(=C1)C)C(=O)NC=1SC2=C(N1)CN(C2)C(=O)C2CCC(CC2)C(F)F)OC 2'-chloro-N-(5-(4-(difluoromethyl)cyclohexane-1-carbonyl)-5,6-dihydro-4H-pyrrolo[3,4-d]thiazol-2-yl)-5'-methoxy-6-methyl-[4,4'-bipyridine]-3-carboxamide